3-(methyl(2-oxo-4-(2-(trifluoromethyl)phenyl)-2H-chromen-7-yl)amino)propanoic acid CN(CCC(=O)O)C1=CC=C2C(=CC(OC2=C1)=O)C1=C(C=CC=C1)C(F)(F)F